7-Amino-8-(3-methoxy-2-methylphenyl)-2-(trifluoromethyl)quinoxaline-6-carboxylic acid NC1=C(C=C2N=CC(=NC2=C1C1=C(C(=CC=C1)OC)C)C(F)(F)F)C(=O)O